BrCCCCCCCC(=O)OCCC(CCC)CCC 3-propylhexyl 8-bromooctanoate